NC1=C(C(N(C2=C(C=CC=C12)C=1C(=NN(C1)C)C)CC)=O)C(=O)OCC ethyl 4-amino-8-(1,3-dimethylpyrazol-4-yl)-1-ethyl-2-oxo-quinoline-3-carboxylate